ClC=1C=C2C(=NC=NC2=C(C1)C(F)(F)F)N[C@@H](C)C1=NC=NN1C1=CC(=NC=N1)N(C(C)=O)OC N-[6-[5-[(1S)-1-[[6-chloro-8-(trifluoromethyl)quinazolin-4-yl]amino]ethyl]-1,2,4-triazol-1-yl]pyrimidin-4-yl]-N-methoxy-acetamide